methyl-N-benzyltrifluoroacetamide CN(C(C(F)(F)F)=O)CC1=CC=CC=C1